1-(1,3-bis(palmitoyloxy) propan-2-yl) 5-(2-(4-(chloromethoxy)-2-methyl-4-oxobutan-2-yl)-3,5-dimethylphenyl) 3-methylpentanedioate CC(CC(=O)OC(COC(CCCCCCCCCCCCCCC)=O)COC(CCCCCCCCCCCCCCC)=O)CC(=O)OC1=C(C(=CC(=C1)C)C)C(C)(CC(=O)OCCl)C